2-amino-6-bromo-3,5-difluorobenzoate NC1=C(C(=O)[O-])C(=C(C=C1F)F)Br